CC=1C(C2=CC=CC=C2C(C1CC=1N=NC=CC1)=O)=O 2-methyl-3-(pyridazin-3-ylmethyl)naphthalene-1,4-dione